FC1=C(C=CC(=C1)N1C[C@@](CCC1)(CCC1=CC(=CC=C1)C(F)(F)F)N(C1CN(C1)C)C)S(=O)(=O)NC1=NC=NC=C1 (S)-2-Fluoro-4-(3-(methyl(1-methylazetidin-3-yl)amino)-3-(3-(trifluoromethyl)phenethyl)piperidin-1-yl)-N-(pyrimidin-4-yl)benzenesulfonamide